(R)-10,12-dimethyl-3-(6-(piperazin-1-yl)pyridin-3-yl)-9,10,11,12-tetrahydro-8H-[1,4]diazepino[5',6':4,5]thieno[3,2-f]quinolin-8-one C[C@H]1NC(C2=C(C=3C=4C=CC(=NC4C=CC3S2)C=2C=NC(=CC2)N2CCNCC2)N(C1)C)=O